((2-chlorophenyl)amino)-3-((6-methoxy-2-methyl-1,2,3,4-tetrahydroisoquinolin-7-yl)amino)-1,2,4-triazine-6-carboxamide ClC1=C(C=CC=C1)NC=1N=C(N=NC1C(=O)N)NC1=C(C=C2CCN(CC2=C1)C)OC